CC1=NOC(=C1C=1C=C2C(=NC1)N(C=C2C=2C=C(C(=O)O)C=CC2)CC2=CC(=CC=C2)F)C 3-(5-(3,5-dimethylisoxazol-4-yl)-1-(3-fluorobenzyl)-1H-pyrrolo[2,3-b]pyridin-3-yl)benzoic acid